1,2-diethyl-3,4-xylene C(C)C1=C(C(=C(C=C1)C)C)CC